17-Cyclopropylmethyl-4,5α-epoxy-3,14β-dihydroxy-6α-((1R,2R)-N-methyl-2-(3-furyl)-cyclopropanecarboxamido)morphinan, Hydrochloride Cl.C1(CC1)CN1[C@H]2[C@@]3(CC[C@@H]([C@H]4[C@@]3(C=3C(=C(C=CC3C2)O)O4)CC1)N(C(=O)[C@H]1[C@@H](C1)C1=COC=C1)C)O